BrC1=CC=2N(C=C1)C=C(N2)CNC(=O)C=2C=1C=NNC1C=CC2 N-{(7-bromoimidazo[1,2-a]pyridin-2-yl)methyl}-1H-indazole-4-carboxamide